tert-Butyl 3-(2-dispiro[2.0.2.1]heptan-7-yl-2-oxo-ethoxy)pyrazole-1-carboxylate C1CC12C1(CC1)C2C(COC2=NN(C=C2)C(=O)OC(C)(C)C)=O